tert-butyl (3R,9aS)-3-(3-chloro-4-fluorophenyl)-3-hydroxyhexahydropyrazino[2,1-c][1,4]oxazine-8(1H)-carboxylate tert-butyl-(S)-3-(hydroxymethyl)piperazine-1-carboxylate C(C)(C)(C)OC(=O)N1C[C@H](NCC1)CO.ClC=1C=C(C=CC1F)[C@@]1(CN2[C@H](CO1)CN(CC2)C(=O)OC(C)(C)C)O